COC1=CC=C(C=C1)C1=NC=C(C=C1O)CCCOC 2-(4-methoxyphenyl)-5-(3-methoxypropyl)pyridin-3-ol